2-cyano-3-cyclopropyl-1-(2-methylsulfonyl-3,4-dichlorophenyl)propane-1,3-dione C(#N)C(C(=O)C1=C(C(=C(C=C1)Cl)Cl)S(=O)(=O)C)C(=O)C1CC1